COC=1C=C(C=CC1OC)C=1NC2=CC=C(C=C2C1C(C)C)O[C@@H]1CNCC1 (S)-2-(3,4-dimethoxyphenyl)-3-isopropyl-5-(pyrrolidin-3-yloxy)-1H-indole